methyl 5-bromo-3-fluoro-thiophene-2-carboxylate BrC1=CC(=C(S1)C(=O)OC)F